COC1=C(C=C2C(=NC=NC2=C1)N1CCN(CC1)C1=CC=C(C=C1)[N+](=O)[O-])OCCCN1CCOCC1 (3-((7-methoxy-4-(4-(4-nitrophenyl)piperazin-1-yl)quinazolin-6-yl)oxy)propyl)morpholine